Octane-1-carboxylic acid ethyl ester C(C)OC(=O)CCCCCCCC